benzyl 4-[[3-[[4-[2-(2,6-dioxo-3-piperidyl)-1,3-dioxo-isoindolin-5-yl]piperazin-1-yl]methyl]-1-bicyclo[1.1.1]pentanyl]methyl]piperazine-1-carboxylate O=C1NC(CCC1N1C(C2=CC=C(C=C2C1=O)N1CCN(CC1)CC12CC(C1)(C2)CN2CCN(CC2)C(=O)OCC2=CC=CC=C2)=O)=O